COC[C@@H](C)N1C(=NN=C1)C1=CC=CC(=N1)N (R)-6-(4-(1-methoxypropan-2-yl)-4H-1,2,4-triazol-3-yl)pyridin-2-amine